methyl (S)-3-[2-(bromomethyl)-3-(4,4,5,5-tetramethyl-1,3,2-dioxaborolan-2-yl) phenyl]-2-[(tert-butoxycarbonyl)amino]propanoate BrCC1=C(C=CC=C1B1OC(C(O1)(C)C)(C)C)C[C@@H](C(=O)OC)NC(=O)OC(C)(C)C